C(#N)C1=CC=C(C=C1)C1CCN(CC1)C(=O)C=1C(=C(C(=O)O)C=CC1CC)C (4-(4-cyanophenyl)piperidine-1-carbonyl)-4-ethyl-2-methylbenzoic acid